4-bromo-6-methoxypyrazolo[1,5-a]pyridine-3-carboxylic acid BrC=1C=2N(C=C(C1)OC)N=CC2C(=O)O